(S)-4,11-diethyl-4-hydroxy-3,14-dioxo-3,4,12,14-tetrahydro-1H-pyrano[3',4':6,7]-indolizino[1,2-b]quinolin-9-yl (3,5-dimethoxybenzyl) carbonate C(OC1=CC=2C(=C3C(=NC2C=C1)C1=CC2=C(C(N1C3)=O)COC([C@]2(O)CC)=O)CC)(OCC2=CC(=CC(=C2)OC)OC)=O